4-[8-amino-1-(4-{[4-(trifluoromethyl)pyridin-2-yl]carbamoyl}phenyl)imidazo[1,5-a]pyrazin-3-yl]-2-fluorobenzoic acid NC=1C=2N(C=CN1)C(=NC2C2=CC=C(C=C2)C(NC2=NC=CC(=C2)C(F)(F)F)=O)C2=CC(=C(C(=O)O)C=C2)F